F[B-](F)(F)F.F[B-](F)(F)F.ClC[N+]12CC[N+](CC1)(CC2)F 1-chloromethyl-4-fluoro-1,4-Diazoniabicyclo[2.2.2]octane bis(tetrafluoroborate)